N1(CCOCC1)[C@H](C(=O)OCC1=CC=CC=C1)CCC(=O)OC(C)(C)C 1-Benzyl 5-(tert-butyl) (S)-2-morpholinylglutarate